2,4-dihydroxy-6-pentyl-3-(3,4,7-trimethylocta-2,6-dien-1-yl)benzoic acid OC1=C(C(=O)O)C(=CC(=C1CC=C(C(CC=C(C)C)C)C)O)CCCCC